(S)-2,2'-bis(di-p-tolylphosphino)-6,6'-dimethoxy-1,1'-biphenyl C1(=CC=C(C=C1)P(C1=C(C(=CC=C1)OC)C1=C(C=CC=C1OC)P(C1=CC=C(C=C1)C)C1=CC=C(C=C1)C)C1=CC=C(C=C1)C)C